N-(4,4-diethyl-7-(trifluoromethyl)-4H-chromeno[4,3-d]thiazol-2-yl)-3,5-dimethyl-1H-pyrazole-4-carboxamide C(C)C1(OC=2C=C(C=CC2C=2N=C(SC21)NC(=O)C=2C(=NNC2C)C)C(F)(F)F)CC